[C@H]12OC[C@H](N(C1)C1CCN(CC1)C1=C(C=C(C(=C1)OC)NC1=NC=NC(=C1)N1OCC[C@@H]1C1=C(C(=C(C=C1)F)Cl)F)NC(C=C)=O)C2 N-(2-(4-((1R,4R)-2-oxa-5-azabicyclo[2.2.1]hept-ane-5-yl)piperidine-1-yl)-5-((6-((R)-3-(3-chloro-2,4-difluorophenyl)isoxazolidine-2-yl)pyrimidine-4-yl)amino)-4-methoxyphenyl)acrylamide